C1(=CC=C2C=CC3=CC=CC4=CC=C1C2=C34)CCCCN pyrenebutylamine